ClC(C(C)O)O Chloropropane-1,2-diol